(3S)-N-{6,7-dimethoxy-1H,2H,3H-cyclopenta[b]quinolin-9-yl}-1-methylpiperidin-3-amine COC=1C(=CC=2C(=C3C(=NC2C1)CCC3)N[C@@H]3CN(CCC3)C)OC